methyl 2-bromo-pentanoate BrC(C(=O)OC)CCC